O1N=CN=C1 [1,2,4]oxadiazole